FC1=C2C=CC(N3C2=C(C(=C1)O)CC3)=O 7-fluoro-9-hydroxy-1,2-dihydro-4H-pyrrolo[3,2,1-ij]quinolin-4-one